2-benzyl-2-azaspiro[3.3]heptan-6-yl (2R,6S)-4-(5-fluoropyrimidin-2-yl)-2,6-dimethylpiperazine-1-carboxylate FC=1C=NC(=NC1)N1C[C@H](N([C@H](C1)C)C(=O)OC1CC2(CN(C2)CC2=CC=CC=C2)C1)C